1,3-bis[(acryloxymethyl)phenethyl]tetramethyl-disiloxane C(C=C)(=O)OCC(CC1=CC=CC=C1)[Si](O[Si](C(CC1=CC=CC=C1)COC(C=C)=O)(C)C)(C)C